3-FLUORO-N-(4-(1-(1-HYDROXYCYCLOBUTANE-1-CARBONYL)PIPERIDIN-4-YL)PHENYL)-5,7-DIHYDRO-6H-PYRROLO[3,4-B]PYRIDINE-6-CARBOXAMIDE FC=1C=C2C(=NC1)CN(C2)C(=O)NC2=CC=C(C=C2)C2CCN(CC2)C(=O)C2(CCC2)O